ClC1=CC=C(C=C1)C=1C2=C(NC([C@@H](N1)CC(=O)OC(C)(C)C)=O)SC(=C2C)I tert-butyl (S)-2-(5-(4-chlorophenyl)-7-iodo-6-methyl-2-oxo-2,3-dihydro-1H-thieno[2,3-e][1,4]diazepin-3-yl)acetate